N1N=C(C=C1)CC=1SC2=C(N(C=3C(N(N=CC32)CC3=CC=C2C(=N3)C=NN2C)=O)C)N1 2-((1H-pyrazol-3-yl)methyl)-4-methyl-6-((1-methyl-1H-pyrazolo[4,3-b]pyridin-5-yl)methyl)-4,6-dihydro-5H-thiazolo[5',4':4,5]pyrrolo[2,3-d]pyridazin-5-one